C(C1=CC=CC=C1)OC(=O)[C@@H]1[C@@H](C1)C(=O)O (1R,2S)-2-[(benzyloxy)carbonyl]cyclopropane-1-carboxylic acid